CNC=1N=C(C2=C(N1)N=CC=C2)N2CC1(C2)CCN(CC1)CC1CCC(CC1)NS(=O)(=O)CC N-(1R,4R)-[4-[[2-[2-(methylamino)pyrido[2,3-d]pyrimidin-4-yl]-2,7-diazaspiro[3.5]nonan-7-yl]methyl]cyclohexyl]ethanesulfonamide